ClC1=C(C(=C(C=C1OC)OC)Cl)C=1C=2N(C3=CC(=NC=C3C1)C=1C(=CC(=C(C1)NC(C=C)=O)N1C[C@@H](OCC1)C)OC)C=CN2 (S)-N-(5-(4-(2,6-dichloro-3,5-dimethoxyphenyl)imidazo[1,2-a][1,6]naphthyridin-8-yl)-4-methoxy-2-(2-methylmorpholino)phenyl)acrylamide